5-[(3R,5S)-3,5-dimethyl-1-piperidyl]-N-(7-fluoro-2-methyl-indazol-5-yl)-2-[[(3S)-tetrahydrofuran-3-yl]methoxy]quinazoline-8-carboxamide C[C@H]1CN(C[C@H](C1)C)C1=C2C=NC(=NC2=C(C=C1)C(=O)NC1=CC2=CN(N=C2C(=C1)F)C)OC[C@@H]1COCC1